C1(CC1)C(=O)C1=CNC2=NC=CC(=C21)N[C@H]2CN(CC2)C(C=C)=O 1-[(3R)-3-({3-cyclopropanecarbonyl-1H-pyrrolo[2,3-b]pyridin-4-yl}amino)pyrrolidin-1-yl]prop-2-en-1-one